C1(CC1)C1=NN(C(=C1)NC1=NC(=NC=C1C(=O)N)NC1=C(C=C2CCN(CC2=C1)C)OC)C 4-((3-cyclopropyl-1-methyl-1H-pyrazol-5-yl)amino)-2-((6-methoxy-2-methyl-1,2,3,4-tetrahydroisoquinolin-7-yl)amino)pyrimidine-5-carboxamide